NC=1C=C(C#N)C=CC1N1CCN(CC1)CC1=C(C=CC=C1F)Cl 3-amino-4-(4-(2-chloro-6-fluorobenzyl)piperazin-1-yl)benzonitrile